C(C=C)(=O)N1[C@H](CN(CC1)C1=NC(N(C2=CC(=C(C=C12)Cl)C1=C(C=CC=C1O)F)C[C@H]1N(CCC1)C)=O)CC#N 2-((2S)-1-propenoyl-4-(6-chloro-7-(2-fluoro-6-hydroxyphenyl)-1-(((S)-1-methylpyrrolidin-2-yl)methyl)-2-oxo-1,2-dihydroquinazolin-4-yl)piperazin-2-yl)acetonitrile